3-amino-4-(3-hydroxy-2-methylphenyl)-7-(trifluoromethyl)quinoline-2-carboxamide NC=1C(=NC2=CC(=CC=C2C1C1=C(C(=CC=C1)O)C)C(F)(F)F)C(=O)N